6-nitro-1-(tetrahydro-2H-pyran-2-yl)-4-(1-(tetrahydro-2H-pyran-2-yl)-1H-pyrazol-5-yl)-1H-benzo[d]imidazole [N+](=O)([O-])C=1C=C(C2=C(N(C=N2)C2OCCCC2)C1)C1=CC=NN1C1OCCCC1